CC1=C(C(=O)N2CCC(CC2)C2=CC=C(C#N)C=C2)C=C(C=C1C)C1=NC2=C(N1)COCC2 4-(1-(2,3-dimethyl-5-(3,4,6,7-tetrahydropyrano[3,4-d]imidazol-2-yl)benzoyl)piperidin-4-yl)benzonitrile